C[C@H]1O[C@@H]1C (2R,3R)-2,3-dimethyloxirane